Cl.Cl.C(CCC(CCC)N)N heptane-1,4-diamine dihydrochloride